di-tert-butylmethylphosphine C(C)(C)(C)P(C)C(C)(C)C